5-nitro-3-{spiro[2.5]oct-5-en-6-yl}pyridine-2-carboxylic acid [N+](=O)([O-])C=1C=C(C(=NC1)C(=O)O)C1=CCC2(CC2)CC1